2,3,3,4,4,5,5,6,6-nonafluorocyclohexene FC1=CC(C(C(C1(F)F)(F)F)(F)F)(F)F